C(C)(C)(C)OC(=O)N1C[C@@H](N(CC1)C=1C2=C(N=CN1)N(C=C2C2CC2)C2=NC=NC(=C2)C#N)C (S)-4-(7-(6-cyanopyrimidin-4-yl)-5-cyclopropyl-7H-pyrrolo[2,3-d]pyrimidin-4-yl)-3-methylpiperazine-1-carboxylic acid tert-butyl ester